C(C)(C)C1=CC=C2C=CC(=C(C2=C1)C1=CC=CC=C1)C1=CC=CC=C1 7-isopropyl-1,2-diphenylnaphthalene